(S)-3-(2-((2-(4-cyanophenyl)propyl)amino)-2-phenylacetyl)-N-ethyl-1H-indole-6-carboxamide nickel copper sodium iron manganate [Mn](=O)(=O)([O-])[O-].[Fe+2].[Na+].[Cu+2].[Ni+2].C(#N)C1=CC=C(C=C1)C(CN[C@H](C(=O)C1=CNC2=CC(=CC=C12)C(=O)NCC)C1=CC=CC=C1)C